(1r,4r)-4-(3-Chloroanilino)-6'-methoxy-2'-(3-phenoxyphenyl)-2',3'-dihydrospiro[cyclohexane-1,1'-indene]-4-carboxylic acid methyl ester COC(=O)C1(CCC2(C(CC3=CC=C(C=C23)OC)C2=CC(=CC=C2)OC2=CC=CC=C2)CC1)NC1=CC(=CC=C1)Cl